N1[C@@H](CC1)COC=1C=CC(=C(C(=O)NC2(CC2)C2=C3C=CC=NC3=CC(=C2)C2=CCCCC2)C1)C (S)-5-(Azetidin-2-ylmethoxy)-N-(1-(7-(cyclohex-1-en-1-yl)quinolin-5-yl)cyclopropyl)-2-methylbenzamide